C(C1=CC=CC=C1)N(C1=CC(=CC(=N1)C1=C(C=CC=C1)S(=O)(=O)NC(C)=O)NC(=O)NC1=CC=C(C=C1)C)CCC N-((2-(6-(benzyl-(propyl)amino)-4-(3-(p-tolyl)ureido)pyridin-2-yl)phenyl)sulfonyl)acetamide